NC1=CC=C(C=C1)N1C(C(N(C(C1([2H])[2H])([2H])[2H])CCN1CCC(CC1)COC1=CC(=C2C(NC(=NC2=C1)CSC1CCOCC1)=O)F)([2H])[2H])([2H])[2H] 7-((1-(2-(4-(4-aminophenyl)piperazin-1-yl-2,2,3,3,5,5,6,6-d8)ethyl)piperidin-4-yl)methoxy)-5-fluoro-2-(((tetrahydro-2H-pyran-4-yl)thio)methyl)quinazolin-4(3H)-one